copper-chromium-iron hydroxy phosphate P(=O)(OO)([O-])[O-].[Fe+2].[Cr+3].[Cu+2]